C1(=CC=CC=C1)N(C1=CC=C(C=C1)C1=NN=C(C2=CC=CC=C12)NCC1=CC=C(C=C1)OC)C1=CC=CC=C1 4-(4-(diphenylamino)phenyl)-N-(4-methoxybenzyl)phthalazine-1-amine